3-(2-oxopiperazin-1-yl)piperidine-2,6-dione O=C1N(CCNC1)C1C(NC(CC1)=O)=O